7-(cyclopropyloxy)-1-{[(2s,3s,4s)-4-fluoro-3-methyl-5-oxopyrrolidin-2-yl]methoxy}isoquinoline-6-carboxamide sodium [Na].C1(CC1)OC1=C(C=C2C=CN=C(C2=C1)OC[C@H]1NC([C@H]([C@H]1C)F)=O)C(=O)N